4-(4-chloro-2-fluorophenyl)-4-(methylamino)piperidin ClC1=CC(=C(C=C1)C1(CCNCC1)NC)F